7-hydroxy-2-oxo-2H-chromen-3-carboxamide OC1=CC=C2C=C(C(OC2=C1)=O)C(=O)N